C1(CCCCC1)N1CC(CC1)C=1C(=C(C(=O)O)C=CC1)F 3-(1-cyclohexylpyrrolidin-3-yl)-2-fluorobenzoic acid